C(C)(=O)OC(C=CC1=CC(CCC1)C(C)C)OC(C)=O 3-(3-isopropylcyclohex-1-en-1-yl)prop-2-ene-1,1-diyl diacetate